C(CCC(=O)OC1=C(C(=CC(=C1)C)C)C(C)(CC(=O)N(C)[C@H]1CC[C@H](C2=CC=CC=C12)C1=CC(=C(C=C1)Cl)Cl)C)(=O)OC(COC(CCCCCCCCCCCCCCC)=O)COC(CCCCCCCCCCCCCCC)=O 1,3-Bis(palmitoyloxy)propan-2-yl (2-(4-(((1S,4S)-4-(3,4-dichlorophenyl)-1,2,3,4-tetrahydronaphthalen-1-yl)(methyl)amino)-2-methyl-4-oxobutan-2-yl)-3,5-dimethylphenyl) succinate